FC(C1=CC=C(C=C1)C=1C=NN2C1N(CC(C2)C(=O)[O-])C(=O)OCC)(F)F ethyl 3-(4-(trifluoromethyl) phenyl)-6,7-dihydropyrazolo[1,5-a]pyrimidine-4,6(5H)-dicarboxylate